3-[7-(3,5-dimethylisoxazol-4-yl)-2-oxo-1,2,4,5-tetrahydroimidazo[1,5,4-de][1,4]benzoxazin-4-yl]-N-(2,2,2-trifluoroethyl)pyridine-2-carboxamide CC1=NOC(=C1C1=CC=C2C=3N(C(COC31)C=3C(=NC=CC3)C(=O)NCC(F)(F)F)C(N2)=O)C